N-[4-(4-amino-2-fluorophenoxy)pyridin-2-yl]Cyclopropylformamide NC1=CC(=C(OC2=CC(=NC=C2)N(C=O)C2CC2)C=C1)F